ONC(=N)C=1NC2=CC(=CC=C2C1)Cl N-hydroxy-6-chloroindoleformamidine